(difluoromethoxy)-1-methyl-1H-benzo[d]imidazole-6-carboxylic acid FC(OC1=NC2=C(N1C)C=C(C=C2)C(=O)O)F